OC1=C(C(=CC=C1)OCOC)C(C=CC1=CC(=C(C=C1)OC)OCOC)=O 1-[2-Hydroxy-6-(methoxymethoxy)phenyl]-3-[4-methoxy-3-(methoxymethoxy)phenyl]prop-2-en-1-one